1-(4-bromo-2-chloro-5-methylphenyl)-2-(1,4-dioxaspiro[4.5]decan-8-yl)propan-2-ol BrC1=CC(=C(C=C1C)CC(C)(O)C1CCC2(OCCO2)CC1)Cl